2-(1H-indazole-5-carboxamido)-3-(4-(3-(5,6,7,8-tetrahydro-1,8-naphthyridin-2-yl)propoxy)phenyl)propanoic acid N1N=CC2=CC(=CC=C12)C(=O)NC(C(=O)O)CC1=CC=C(C=C1)OCCCC1=NC=2NCCCC2C=C1